C(C)C(C(=O)O)(CCCC(=O)O)CC 2,2-diethyladipic acid